4-((2-((4,4-difluorocyclohexyl)amino)-6-(3-methyl-1H-pyrazol-1-yl)pyridin-4-yl)oxy)tetrahydro-2H-thiopyran 1,1-dioxide FC1(CCC(CC1)NC1=NC(=CC(=C1)OC1CCS(CC1)(=O)=O)N1N=C(C=C1)C)F